7-cyclopentyl-2-((5-(4-((4-(2,4-dioxotetrahydropyrimidin-1(2H)-yl)benzyl)(methyl)amino)piperidin-1-yl)pyridin-2-yl)amino)-N,N-dimethyl-7H-pyrrolo[2,3-d]pyrimidine-6-carboxamide C1(CCCC1)N1C(=CC2=C1N=C(N=C2)NC2=NC=C(C=C2)N2CCC(CC2)N(C)CC2=CC=C(C=C2)N2C(NC(CC2)=O)=O)C(=O)N(C)C